C(#N)C1=CC(=C(C=C1F)NS(=O)(=O)C1=CNC2=CC=CC=C12)F N-(4-cyano-2,5-difluorophenyl)-1H-indole-3-sulfonamide